lithium diiso-propylamide C(C)(C)[N-]C(C)C.[Li+]